BrC1=CC=C(OCC2=NN=C(O2)S)C=C1 5-((4-bromophenoxy)methyl)-2-mercapto-1,3,4-oxadiazole